5-[5-(difluoromethyl)-1,3,4-oxadiazol-2-yl]-N-[1-(2-fluorophenyl)cyclopropyl]pyrimidin-2-amine FC(C1=NN=C(O1)C=1C=NC(=NC1)NC1(CC1)C1=C(C=CC=C1)F)F